(S)-1-(2-((S)-3-(4-Benzoylphenoxy)pyrrolidin-1-yl)acetyl)pyrrolidin-2-carbonitril C(C1=CC=CC=C1)(=O)C1=CC=C(O[C@@H]2CN(CC2)CC(=O)N2[C@@H](CCC2)C#N)C=C1